(5-cyano-4-(6-methylpyridin-3-yl)thiazol-2-yl)carbamic acid tert-butyl ester C(C)(C)(C)OC(NC=1SC(=C(N1)C=1C=NC(=CC1)C)C#N)=O